(4-methyl-2-(1-methyl-1H-pyrazol-4-yl)oxazol-5-yl)methanone CC=1N=C(OC1C=O)C=1C=NN(C1)C